FC=1C=C(C=CC1)S(=O)(=O)C=1C(=C(C=CC1)N1CCNCC1)C(F)(F)F 1-(3-(3-fluorobenzenesulfonyl)-2-(trifluoromethyl)phenyl)piperazine